(R)-(1,3-Dimethyl-azetidin-3-yl)-{5-[3-(3-hydroxymethyl-bicyclo[1.1.1]pent-1-yl)-[1,2,4]oxadiazol-5-yl]-pyridin-3-yl}-(4-isopropyl-phenyl)-methanol CN1CC(C1)(C)[C@](O)(C1=CC=C(C=C1)C(C)C)C=1C=NC=C(C1)C1=NC(=NO1)C12CC(C1)(C2)CO